[Si](C)(C)(C(C)(C)C)O[C@@H](CC1=NOC(=N1)CCl)C1=CC=C(C=C1)Cl 3-[(2S)-2-[(tert-butyldimethylsilyl)oxy]-2-(4-chlorophenyl)ethyl]-5-(chloromethyl)-1,2,4-oxadiazole